FC(C=1C=NC=2CCN(CC2C1)C1=C(C(=C(N=N1)C#N)C)C)F 6-(3-(difluoromethyl)-7,8-dihydro-1,6-naphthyridin-6(5H)-yl)-4,5-dimethylpyridazine-3-carbonitrile